Ethyl 2-(3-amino-4-{[(3S,3aR,6S,6aR)-6-methoxyhexahydrofuro[3,2-b]furan-3-yl] oxy} phenyl)-4-methylthiazole-5-carboxylate NC=1C=C(C=CC1O[C@@H]1[C@@H]2[C@H](OC1)[C@H](CO2)OC)C=2SC(=C(N2)C)C(=O)OCC